4-[5-(trifluoromethyl)-1,2,4-oxadiazol-3-yl]benzyl alcohol FC(C1=NC(=NO1)C1=CC=C(CO)C=C1)(F)F